C(C)(C)(C)OC(C1=CC=C(C=C1)NC(C(CC1=CC=CC=C1)N1C=NC(=CC1=O)C1=C(C=CC(=C1)Cl)N1N=NC(=C1)Cl)=O)=O 4-(2-(4-(5-chloro-2-(4-chloro-1H-1,2,3-triazol-1-yl)phenyl)-6-oxopyrimidin-1(6H)-yl)-3-phenylpropionamido)benzoic acid tert-butyl ester